3,5-bis[di(2-ethyl-hexyl)aminomethyl]-1,3,4-thiadiazolin-2-one C(C)C(CN(CC(CCCC)CC)CN1C(SC(=N1)CN(CC(CCCC)CC)CC(CCCC)CC)=O)CCCC